N-(bis(4-(tributylsilyl)phenyl)phosphaneyl)-N-butyl-1-(o-tolyl)-1-(4-(tributylsilyl)phenyl)phosphanamine C(CCC)[Si](C1=CC=C(C=C1)P(N(P(C1=CC=C(C=C1)[Si](CCCC)(CCCC)CCCC)C1=C(C=CC=C1)C)CCCC)C1=CC=C(C=C1)[Si](CCCC)(CCCC)CCCC)(CCCC)CCCC